OB1OC(C2C1=C(C=CC2)C=2C=C1C(=NN=C(C1=CC2)N)C)C 6-(1-hydroxy-3-methyl-3,4-dihydro-2,1-benzoxaborole-7-yl)-4-methylphthalazin-1-amine